methyl 5-bromo-2-methyl-3-(trifluoromethyl)-benzoate BrC=1C=C(C(=C(C(=O)OC)C1)C)C(F)(F)F